(2S,4R)-1-(2-(3-acetyl-5-(2-methylpyrimidin-5-yl)-1H-pyrazolo[3,4-c]pyridin-1-yl)acetyl)-N-(6-bromopyridin-2-yl)-4-fluoropyrrolidine-2-carboxamide C(C)(=O)C1=NN(C2=CN=C(C=C21)C=2C=NC(=NC2)C)CC(=O)N2[C@@H](C[C@H](C2)F)C(=O)NC2=NC(=CC=C2)Br